NC1=C(C=C2CNC(C2=C1)=O)Cl 6-amino-5-chloroisoindoline-1-one